C(C1=CC=CC=C1)OC(=O)NC(C(=O)OC)CN1N=CN=C1 methyl 2-(((benzyloxy)carbonyl)amino)-3-(1H-1,2,4-triazol-1-yl)propanoate